(5-pyrazol-1-yl-3-pyridinyl)methanone N1(N=CC=C1)C=1C=C(C=NC1)C=O